ClC=1C=C(C=CC1)C1=CNC=2N=CN=C(C21)NCCN(C)C N1-(5-(3-chlorophenyl)-7H-pyrrolo[2,3-d]pyrimidin-4-yl)-N2,N2-dimethylethane-1,2-diamine